Diethyl ((2-hydroxyphenyl)(phenyl)methyl)phosphonate OC1=C(C=CC=C1)C(C1=CC=CC=C1)P(OCC)(OCC)=O